4-(4-fluoro-3-isopropyl-2-(8-methyl-[1,2,4]triazolo[1,5-a]pyridin-6-yl)-1H-pyrrolo[2,3-c]pyridin-5-yl)-N-isopropyl-N-methylcyclohexan-1-amine FC1=C2C(=CN=C1C1CCC(CC1)N(C)C(C)C)NC(=C2C(C)C)C=2C=C(C=1N(C2)N=CN1)C